2,3-dihydrothiazole S1CNC=C1